ClC1=CC=C(C(=N1)C=1CCCC2=C(C1C1=CC=C(C=C1)CC1CN(C1)CCCF)C=CC=C2)C(F)(F)F 8-(6-Chloro-3-(trifluoromethyl)pyridin-2-yl)-9-(4-((1-(3-fluoropropyl)azetidin-3-yl)methyl)phenyl)-6,7-dihydro-5H-benzo[7]annulen